OCC(=O)N1CC(C1)OCCOC1=CC=C(OC2=C(C=C3C=NN(C3=C2)C)C(=O)N)C=C1 6-[4-[2-[1-(2-hydroxyacetyl)azetidin-3-yl]oxyethoxy]phenoxy]-1-methyl-indazole-5-carboxamide